BrC=1C=CC(=C2C=CN=CC12)C(F)F 8-Bromo-5-(difluoromethyl)isoquinoline